C(C)OC(C(C(=O)O)(C)OC)=O 3-ethoxy-2-methoxy-2-methyl-3-oxopropanoic acid